6-(4-amino-2,5-difluorophenoxy)-5-fluoro-N,N-di-tert-butoxycarbonylpyrimidin-4-amine NC1=CC(=C(OC2=C(C(=NC=N2)N(C(=O)OC(C)(C)C)C(=O)OC(C)(C)C)F)C=C1F)F